ClC=1N=C(C2=C(N1)C=CO2)OCC2=C(C=C(C=C2)N2N=C(C=C2C)C(F)(F)F)OC 2-Chloro-4-((2-methoxy-4-(5-methyl-3-(trifluoromethyl)-1H-pyrazol-1-yl)benzyl)oxy)furano[3,2-d]pyrimidine